Nickel-Molybdenum-Chromium [Cr].[Mo].[Ni]